3-Amino-1-propyl-5-(2,2,2-trifluoroethyl)-1,5-dihydro-4H-pyrazolo[4,3-c]pyridin-4-one NC1=NN(C2=C1C(N(C=C2)CC(F)(F)F)=O)CCC